BrC1=CC=CC=2C=3N(C(=NC12)N[C@H]1C(NCCNC1)=O)N=C(N3)C=3C=NN(C3)CC (6R)-6-{[7-bromo-2-(1-ethyl-1H-pyrazol-4-yl)[1,2,4]triazolo[1,5-c]quinazolin-5-yl]amino}-1,4-diazepan-5-one